4-amino-1-benzyl-3,3-dimethyl-1,3-dihydro-2H-pyrrolo[2,3-d]pyridazin-2-one NC1=C2C(=CN=N1)N(C(C2(C)C)=O)CC2=CC=CC=C2